P(=O)([O-])(O)O.[Na+] monosodium phosphate salt